CC1=C(C=CC(=C1)N)N 2-methylbenzene-1,4-diamine